ClC1=C(C=CC(=C1)F)[C@H]1C(=C(NC(=N1)C=1SC=CN1)CN1C[C@@H]2N(CC1)C(N(C2)C2=CC=C(C=C2)CCC(=O)O)=O)C(=O)OC 3-(4-((S)-7-(((R)-6-(2-chloro-4-fluorophenyl)-5-(methoxycarbonyl)-2-(thiazol-2-yl)-3,6-dihydropyrimidin-4-yl)methyl)-3-oxohexahydroimidazo[1,5-a]pyrazin-2(3H)-yl)phenyl)propionic acid